CC(C(=O)O)=C(C(=O)O)CCC 2-methyl-3-propyl-2-butenedioic acid